2-(3-(4-(4-(tert-butoxycarbonyl)piperazin-1-yl)butoxy)phenyl)acetic acid C(C)(C)(C)OC(=O)N1CCN(CC1)CCCCOC=1C=C(C=CC1)CC(=O)O